ClC=1C(=C(C(=CC1OC1CCN(CC1)[C@H](C)C1=CC=CC=C1)F)S(=O)(=O)N(C(OC(C)(C)C)=O)C=1N=CSC1)F tert-butyl (R)-((3-chloro-2,6-difluoro-4-((1-(1-phenylethyl)piperidin-4-yl)oxy)phenyl)sulfonyl)(thiazol-4-yl)carbamate